2-methyl-4-phenoxybenzene CC1=CC=CC(=C1)OC1=CC=CC=C1